8-(2'-oxo-1',2'-dihydrospiro[cyclohexane-1,3'-indol]-4-yl)-2,8-diazaspiro[4.5]decane-2-carboxylic acid ethyl ester C(C)OC(=O)N1CC2(CC1)CCN(CC2)C2CCC1(C(NC3=CC=CC=C13)=O)CC2